BrC1=CC(=C(C=C1)C1=NN=C(C2=CC=CC=C12)N[C@H]1CN(CCC1)C)OC (R)-4-(4-bromo-2-methoxyphenyl)-N-(1-methylpiperidin-3-yl)phthalazin-1-amine